COC(CC1N(C(C2=CC(=CC=C12)B1OC(C(O1)(C)C)(C)C)=O)CC(=O)OC(C)(C)C)=O tert-butyl 2-(1-(2-methoxy-2-oxoethyl)-3-oxo-5-(4,4,5,5-tetramethyl-1,3,2-dioxaborolan-2-yl)isoindolin-2-yl)acetate